C(C)OC(=O)C1=C(N(C2=CC=C(C=C12)O)C=1C=NN(C1)CCC)C1CC1 2-cyclopropyl-5-hydroxy-1-(1-propyl-1H-pyrazol-4-yl)-1H-indole-3-carboxylic acid ethyl ester